FS(C1=CC=C(C=C1)C1NCCCC1)(F)(F)(F)F 2-(4-(pentafluoro-λ6-sulfaneyl)phenyl)piperidine